4'-Propyl-[1,1'-biphenyl] C(CC)C1=CC=C(C=C1)C1=CC=CC=C1